COC1=C(C=CC=C1OC)NC(CN1C(NC(C(=C1)F)=O)=O)=O N-(2,3-dimethoxyphenyl)-2-(5-fluoro-2,4-dioxo-3,4-dihydropyrimidin-1(2H)-yl)acetamide